2-acetyl-furanformaldehyde C(C)(=O)C1(OC=CC1)C=O